S(=O)(=O)([O-])[O-].[Mg+2] magnesium (2+) sulfate